BrC1=C(C=C2C(=NC(=NC2=C1O[C@@H](C)C1=CC=CC=C1)SCC)N1[C@@H]2CN([C@H](C1)C2)C(=O)[O-])I (1S,4S)-5-{7-bromo-2-(ethylsulfanyl)-6-iodo-8-[(1S)-1-phenylethoxy]quinazolin-4-yl}-2,5-diazabicyclo[2.2.1]heptane-2-carboxylate